[Br-].[Sm+3].[Br-].[Br-] Samarium (III) bromide